(1S)-2,2-difluoro-N-[3-(5-methoxypyridin-2-yl)-4-methylphenyl]cyclopropane-1-carboxamide FC1([C@@H](C1)C(=O)NC1=CC(=C(C=C1)C)C1=NC=C(C=C1)OC)F